Ethyl-(3aR,10aS)-8-((3,4-difluorophenyl)carbamoyl)-7-methyl-2,3,3a,4,10,10a-hexahydro-1H,7H-dipyrrolo[3,4-b:3',2'-f][1,4,5]oxathiazocin-1-carboxylat-5,5-dioxid C(C)C1C[C@H]2NS(C=3C(OC[C@H]2N1C(=O)[O-])=C(N(C3)C)C(NC3=CC(=C(C=C3)F)F)=O)(=O)=O